1-(4-(difluoromethoxy)phenyl)-7-ethoxy-3-(2-(2-(3-hydroxypyrrolidin-1-yl)ethyl)-1-methyl-1H-benzo[d]imidazol-6-yl)-1,8-naphthyridin-2(1H)-one FC(OC1=CC=C(C=C1)N1C(C(=CC2=CC=C(N=C12)OCC)C=1C=CC2=C(N(C(=N2)CCN2CC(CC2)O)C)C1)=O)F